C(C)C1N(CCCC1)C(=O)O.[C@@H]1(OCCC2=CC=CC=C12)[C@@H]1NCCC1 (R)-2-((S)-isochroman-1-yl)pyrrolidine 2-ethylpiperidine-1-carboxylate